(2S)-3-{[{amino[(2-carboxyethyl)amino]methylidene}amino]sulfanyl}-2-acetamidopropanoic acid NC(NCCC(=O)O)=NSC[C@H](C(=O)O)NC(C)=O